5-isopropyl-N-[(4R)-4-methyl-2-(1-methyl-2-oxo-4-piperidyl)-3,4-dihydro-1H-isoquinolin-7-yl]pyridine-3-carboxamide C(C)(C)C=1C=C(C=NC1)C(=O)NC1=CC=C2[C@H](CN(CC2=C1)C1CC(N(CC1)C)=O)C